COCC=O 2-methoxy-acetaldehyde